(2S,3S,4R,5R)-5-(4-amino-5-(1-methyl-1H-pyrazol-3-yl)-7H-pyrrolo[2,3-d]pyrimidin-7-yl)-3,4-dihydroxy-N-(1-methylpiperidin-4-yl)-N-(pent-4-yn-1-yl)tetrahydrofuran-2-carboxamide NC=1C2=C(N=CN1)N(C=C2C2=NN(C=C2)C)[C@H]2[C@@H]([C@@H]([C@H](O2)C(=O)N(CCCC#C)C2CCN(CC2)C)O)O